3-oxo-3-(tetrahydro-pyran-3-yl)-propionic acid methyl ester COC(CC(C1COCCC1)=O)=O